6-azaniumylhexylazanium hexanedioate hydrate O.C(CCCCC(=O)[O-])(=O)[O-].[NH3+]CCCCCC[NH3+]